5-bromo-4-methyl-1H-1,3-benzimidazole BrC1=C(C2=C(NC=N2)C=C1)C